[Pd].C1(=CC=CC=C1)P(C1=CC=CC=C1)C1=CC=CC=C1.C1(=CC=CC=C1)P(C1=CC=CC=C1)C1=CC=CC=C1.C1(=CC=CC=C1)P(C1=CC=CC=C1)C1=CC=CC=C1.C1(=CC=CC=C1)P(C1=CC=CC=C1)C1=CC=CC=C1 Tetrakis(triphenylphosphine) palladium (0)